N[C@H](C(=O)O)CCN(C1=CC=C(C=C1)C)C (S)-2-amino-4-(methyl(p-tolyl)amino)butanoic acid